C(C)(C)C1=CC=C(C=C1)NC1=NC=C(C(=N1)NN1C(OC2=C1C=CC=C2)=O)C (2-(4-isopropylphenylamino)-5-methylpyrimidin-4-ylamino)benzo[d]oxazol-2(3H)-one